BrC\C(=C\C(=O)OCC)\C1=CC=C(C=C1)N1CCN(CC1)C(=O)OC(C)(C)C tert-butyl 4-[4-[(E)-1-(bromomethyl)-3-ethoxy-3-oxo-prop-1-enyl]phenyl]piperazine-1-carboxylate